2-(2,4-dichlorophenoxy)propionyl-chlorotoluene ClC1=C(OC(C(=O)C(C2=CC=CC=C2)Cl)C)C=CC(=C1)Cl